N1(CCNCCC1)C=1C=CC(=C(C(=O)N[C@H](C)C2=CC=CC3=CC=CC=C23)C1)C 5-(1,4-diazepan-1-yl)-2-methyl-N-[(1R)-1-(1-naphthyl)ethyl]benzamide